4-(4-chlorophenyl)-1-(4-(3,4-dichlorophenyl)-5-(isopropylsulfanyl)thiazol-2-yl)-3-methyl-1H-pyrazole-5-carboxylic acid ClC1=CC=C(C=C1)C=1C(=NN(C1C(=O)O)C=1SC(=C(N1)C1=CC(=C(C=C1)Cl)Cl)SC(C)C)C